C(C)OC(=O)C=1C=NN(C1N)CC1=CC=C(C=C1)OC 5-amino-1-(4-methoxybenzyl)-1H-pyrazole-4-carboxylic acid ethyl ester